2-([3,4'-bidibenzo[b,d]furan]-1-yl)-4,4,5,5-tetramethyl-1,3,2-Dioxaborolane C1(CC=CC=2OC3=C(C21)C=CC=C3)(C3=CC=CC=2OC1=C(C23)C=CC=C1)B1OC(C(O1)(C)C)(C)C